C1(CC1)C=1N=NC=2C3=C(C=C(C2C1)S(=O)(=O)NCC(C)(C)F)C(CC3)NC3=NN=CN3C=3N(N=C(C3)C)C 3-cyclopropyl-7-[[4-(2,5-dimethylpyrazol-3-yl)-1,2,4-triazol-3-yl]amino]-N-(2-fluoro-2-methylpropyl)-8,9-dihydro-7H-cyclopenta[h]cinnoline-5-sulfonamide